Tert-butyl (1R,4S,5S)-3-benzyl-4-((methoxymethoxy)methyl)-1-(methoxymethyl)-3,8-diazabicyclo[3.2.1]octane-8-carboxylate C(C1=CC=CC=C1)N1C[C@]2(CC[C@@H]([C@H]1COCOC)N2C(=O)OC(C)(C)C)COC